(R)-(2-(benzofuran-3-yl)-1-(2-(spiro[chromane-3,1'-cyclobutane]-7-yl)acetamido)ethyl)boronic acid O1C=C(C2=C1C=CC=C2)C[C@H](NC(CC2=CC=C1CC3(CCC3)COC1=C2)=O)B(O)O